tantalum-yttrium [Y].[Ta]